5-chloro-6-((2S,6R)-2,6-dimethylmorpholino)pyridin ClC=1C=CC=NC1N1C[C@@H](O[C@@H](C1)C)C